tert-butyl ((1r,3r)-3-(4-(1-(4-((6-acetylpyridazine-3-yl)oxy)phenyl) cyclopentyl)phenoxy)cyclobutyl)carbamate C(C)(=O)C1=CC=C(N=N1)OC1=CC=C(C=C1)C1(CCCC1)C1=CC=C(OC2CC(C2)NC(OC(C)(C)C)=O)C=C1